OC[C@H](CC1=CC=CC=C1)NC(OC(C)(C)C)=O (S)-tert-butyl 1-hydroxy-3-phenylpropan-2-ylcarbamate